OCCN1C([NH+](CCC1)C)C 3-hydroxyethyl-1,2-dimethyl-1,4,5,6-tetrahydropyrimidinium